N[C@@H]1CN(CCC1(F)F)C1=NC2=C(N1CC1=NC=C(C#N)C=C1)C=CC=C2Cl (R)-6-((2-(3-amino-4,4-difluoropiperidin-1-yl)-4-chloro-1H-benzo[d]imidazol-1-yl)methyl)nicotinonitrile